(3-(2-Fluorobenzyl)-5-phenylpyrazin-2-yl)phenylalanin FC1=C(CC=2C(=NC=C(N2)C2=CC=CC=C2)N[C@@H](CC2=CC=CC=C2)C(=O)O)C=CC=C1